Cl.NC1=C(C(=CC=C1)Cl)S 2-amino-6-chlorobenzene-1-thiol hydrochloride